C(C)(=O)OCC(CC(CCCCCCCCCCCC#C)O)O 1-Acetoxy-2,4-dihydroxyheptadeca-16-yne